Cl.CN(C(=O)C1OCCCNC1)C N,N-dimethyl-1,4-oxaazepane-2-carboxamide hydrochloride